2-(4-nitrobenzyl)benzimidazole [N+](=O)([O-])C1=CC=C(CC=2NC3=C(N2)C=CC=C3)C=C1